2-(2-tetrahydropyran-4-ylethylamino)-4-[1-(trifluoromethyl)cyclopropyl]butanoic acid O1CCC(CC1)CCNC(C(=O)O)CCC1(CC1)C(F)(F)F